3-(5-(4-((3-methoxy-3-methylazetidin-1-yl)methyl)pyridin-2-yl)-1-oxoisoindolin-2-yl)piperidine-2,6-dione COC1(CN(C1)CC1=CC(=NC=C1)C=1C=C2CN(C(C2=CC1)=O)C1C(NC(CC1)=O)=O)C